2-(2-hydroxy-5-acryloyloxyphenyl)-2H-benzotriazole OC1=C(C=C(C=C1)OC(C=C)=O)N1N=C2C(=N1)C=CC=C2